4-(4-(4-Fluorophenyl)-1-neopentyl-1H-imidazol-5-yl)-pyrimidin-2-amine FC1=CC=C(C=C1)C=1N=CN(C1C1=NC(=NC=C1)N)CC(C)(C)C